N[C@H](C(=O)O)CN L-2,3-diaminopropanoic acid